[NH4+].FS(=N)F difluorosulfimide ammonium salt